1,1-Bis-(4-hydroxyphenyl)-3-methylcyclohexan OC1=CC=C(C=C1)C1(CC(CCC1)C)C1=CC=C(C=C1)O